COC1=CC=C(C=C1)S(=O)(=O)NC1=NC=C(C2=CC=CC=C12)N(C(OC(C)(C)C)=O)S(=O)(=O)C1=CC=C(C=C1)OC tert-butyl (1-((4-methoxyphenyl)sulfonamido)isoquinolin-4-yl)((4-methoxyphenyl)sulfonyl)carbamate